F[C@H]1[C@H](C1)C(=O)NC1=NC=C2C=C(C=3N(C2=C1)N=CN3)C=3C=NC(=CC3C)[C@@](CCC)([2H])O (1R,2R)-2-fluoro-N-(4-(6-((S)-1-hydroxybutyl-1-d)-4-methylpyridin-3-yl)-[1,2,4]triazolo[1,5-a][1,6]naphthyridin-8-yl)cyclopropane-1-carboxamide